N-Hexyl 2-Butenoate CCCCCCOC(=O)/C=C\C